aluminum-silver-silver oxide [O-2].[Ag+].[Ag+].[Al+3]